phenethyl-triphenylphosphine iodide [I-].C(CC1=CC=CC=C1)C1=C(C=CC=C1)P(C1=CC=CC=C1)C1=CC=CC=C1